lithium-magnesium-tin [Sn].[Mg].[Li]